[Na+].[Na+].P(=O)(O)(O)OCC(C(=O)[O-])O.P(=O)(O)(O)OCC(C(=O)[O-])O 3-phosphoglycerate disodium salt